C(C)OC(CC=1C=2N(C=C(C1)C1CC1)C=C(N2)COC2=NC=NC(=C2)NCC2=C(C=C(C=C2C)C(=N)OCC)C)=O.C(CCC)N2CCNCCC2 N-butyl-homopiperazine ethyl-2-(6-cyclopropyl-2-((6-(4-(ethoxy(imino)methyl)-2,6-dimethylbenzylamino)pyrimidin-4-yloxy)methyl)imidazo[1,2-a]pyridin-8-yl)acetate